5-((2-Methoxypyrimidin-5-yl)amino)-1,3-dimethyl-1,3-dihydro-2H-benzo[d]imidazol-2-one COC1=NC=C(C=N1)NC1=CC2=C(N(C(N2C)=O)C)C=C1